succinic acid histidine salt N[C@@H](CC1=CNC=N1)C(=O)O.C(CCC(=O)O)(=O)O